ethyl 2-(5-(2-((R)-3-fluoropyrrolidin-1-yl)ethyl)-2-oxopyridin-1(2H)-yl)-4-methylpentanoate F[C@H]1CN(CC1)CCC=1C=CC(N(C1)C(C(=O)OCC)CC(C)C)=O